F[B-](F)(F)F.FC1=C(C(=C(C(=C1F)F)F)F)N1N=C2[N+]([C@H]3[C@@H](OC2)CC2=CC=CC=C23)=C1 (5aS,10bR)-2-(perfluorophenyl)-4,5a,6,10b-tetrahydro-2H-indeno[2,1-b][1,2,4]triazolo[4,3-d][1,4]oxazine-11-ium tetrafluoroborate